FC1=CC=C(C(=O)C2=C(C(N(C2C2=CC=C(C=C2)C(C)C)CCCN2CCOCC2)=O)O)C=C1 4-(4-fluorobenzoyl)-3-hydroxy-5-(4-isopropyl-phenyl)-1-[3-(4-morpholinyl)propyl]-1,5-dihydro-2H-pyrrol-2-one